ClC1=C(C=CC2=C1C(=NCC=1N2C(=NN1)C)C1=C(C=CC=C1F)F)I 7-chloro-6-(2,6-difluorophenyl)-8-iodo-1-methyl-4H-[1,2,4]triazolo[4,3-a][1,4]benzodiazepine